CC1=C(C2=C(N=N1)SC1=C2N=CN=C1NCC1=CC=C(C=C1)OC1=NC=CC=C1)C 3,4-dimethyl-N-[[4-(2-pyridyloxy)phenyl]methyl]pyrimido[4',5':4,5]thieno[2,3-c]pyridazin-8-amine